FC1=C(COC2OCCCC2)C=C(C(=C1F)C)[N+](=O)[O-] 2-((2,3-difluoro-4-methyl-5-nitrobenzyl)oxy)tetrahydro-2H-pyran